(8-fluoro-7-(8-fluoronaphthalen-1-yl)-2-((hexahydro-1H-pyrrolizin-7a-yl)methoxy)pyrido[4,3-d]Pyrimidin-4-yl)-7-oxa-1,3,10-triazaspiro[4.6]Undecane-2,4-dione FC1=C(N=CC2=C1N=C(N=C2N2C(NC(C21COCCNC1)=O)=O)OCC12CCCN2CCC1)C1=CC=CC2=CC=CC(=C12)F